NC(=C)CC (R)-2-amino-1-butene